C(C)(C)(C)OC=C tert-butyl-vinylether